2-methyl-3-azaspiro[5.5]undec-8-ene-3-carboxylate CC1CC2(CCN1C(=O)[O-])CC=CCC2